N1(N=CN=C1)C(=O)N1[C@H](CCCC1)CN1N=C(C=2C1=NC=NC2N)C2=CC=C(CNC(C1=C(C=CC(=C1)F)OC)=O)C=C2 (R)-N-(4-(1-((1-(1H-1,2,4-triazole-1-carbonyl)piperidin-2-yl)methyl)-4-amino-1H-pyrazolo[3,4-d]pyrimidin-3-yl)benzyl)-5-fluoro-2-methoxybenzamide